C(CCC)[C@@H]1N=C(C2=CC=C(C=C2C1)OC)C1CCN(CC1)C (S)-3-butyl-6-methoxy-1-(1-methylpiperidin-4-yl)-3,4-dihydroisoquinoline